C[C@@H]1CNC(C=2N1C1=C(C2)C=CC(=N1)C(=O)NC=1C(=NC=CC1)S(N)(=O)=O)=O (R)-9-methyl-6-oxo-N-(2-sulfamoylpyridin-3-yl)-6,7,8,9-tetrahydropyrido[3',2':4,5]pyrrolo[1,2-a]pyrazine-2-carboxamide